C1CC12COC(OC2)CN2N=NC(=C2)C2=C(C=C(C=C2)N2CC(C2)C(C)O)N(C)C (1-(4-(1-(5,7-dioxaspiro[2.5]oct-6-ylmethyl)-1H-1,2,3-triazol-4-yl)-3-(dimethylamino)phenyl)azetidin-3-yl)ethanol